CN(CCOC(=O)OC(C(=O)OCCCCCC(=O)OC\C=C/CCCCCC)CCC(=O)OCCCCCC(=O)OC\C=C/CCCCCC)C Bis(6-(((Z)-non-2-en-1-yl)oxy)-6-oxohexyl) 2-(((2-(dimethylamino)ethoxy)carbonyl)oxy)pentanedioate